N-(3-chloro-5-(methylsulfonamido)phenyl)-5-(5-(3,3-difluoroazetidin-1-yl)-3-(oxazol-5-ylmethoxy)pyridin-2-yl)-1-methyl-1H-pyrrole-3-carboxamide ClC=1C=C(C=C(C1)NS(=O)(=O)C)NC(=O)C1=CN(C(=C1)C1=NC=C(C=C1OCC1=CN=CO1)N1CC(C1)(F)F)C